(S)-1-((S)-2-(3-(but-3-en-1-yloxy)-4,5-dimethoxyphenyl)-2-cyclohexylacetyl)piperidine-2-carboxylic acid C(CC=C)OC=1C=C(C=C(C1OC)OC)[C@@H](C(=O)N1[C@@H](CCCC1)C(=O)O)C1CCCCC1